NC=1C=2N(C(=C(N1)C=1C=C(C#N)C=CC1)C1=NC=NC=C1)N=C(N2)C(O)C2=C(C=CC=C2)F 3-(8-amino-2-((2-fluorophenyl)(hydroxy)methyl)-5-(pyrimidin-4-yl)-[1,2,4]triazolo[1,5-a]pyrazin-6-yl)benzonitrile